C1(CC1)C=1N=CC(=NC1C=1C2=C(C=NC1)N(C=N2)C)C(=O)[O-] 5-cyclopropyl-6-(3-methylimidazo[4,5-c]pyridin-7-yl)pyrazine-2-carboxylate